CN1CCN(CCN(CC1)C)CC=1C=C(/C=C/C=2OC3=CC=CC=C3C(C2)=C(C#N)C#N)C=C(C1O)CN1CCN(CCN(CC1)C)C (E)-2-(2-(3,5-bis((4,7-dimethyl-1,4,7-triazonan-1-yl)methyl)-4-hydroxystyryl)-4H-chromen-4-ylidene)malononitrile